C(CCCCCCCCCCCCCCCC)OC=1C=C(C=C(C1)OCCCCCCCCCCC)CO (3-(Heptadecyloxy)-5-(undecyloxy)phenyl)methanol